tris(3,4-dimethoxyphenyl)sulfonium chloride [Cl-].COC=1C=C(C=CC1OC)[S+](C1=CC(=C(C=C1)OC)OC)C1=CC(=C(C=C1)OC)OC